4-(1,5-dimethylpyrazol-4-yl)-2-fluoro-benzoic acid CN1N=CC(=C1C)C1=CC(=C(C(=O)O)C=C1)F